2-Chloro-4-((2,4-dimethoxyphenyl)amino)pyridine-5-carboxylic acid ClC1=NC=C(C(=C1)NC1=C(C=C(C=C1)OC)OC)C(=O)O